BrC=1C=NC=2CCN(CC2C1)C(=O)C1=NC2=C(N1)C=CC=C2Cl (3-Bromo-7,8-dihydro-1,6-naphthyridin-6(5H)-yl)(4-chloro-1H-benzo[d]imidazol-2-yl)methanone